ClC=1C(=NC=CC1C1=NC(=C(C=C1)CNC[C@@H]1CCC(N1)=O)OC)C1=C(C(=CC=C1)NC1=C(C(=CC=C1)CNCCCO)F)Cl (S)-5-((((3'-Chloro-2'-(2-chloro-3-((2-fluoro-3-(((3-hydroxypropyl)amino)methyl)phenyl)amino)phenyl)-6-methoxy-[2,4'-bipyridin]-5-yl)methyl)amino)methyl)pyrrolidin-2-one